C(C)(=O)OC1=C(C(=CC(=C1)C)C)C(CC(=O)OC1=COC=C1)(C)C furan-3-yl 3-(2-acetoxy-4,6-dimethyl phenyl)-3-methylbutanoate